ClC1=CC=C(C=C1)N1C2(CN(C2)C(=O)OC(C)(C)C)C(N(CC1=O)C(C)C)=O tert-butyl 5-(4-chlorophenyl)-8-isopropyl-6,9-dioxo-2,5,8-triazaspiro[3.5]nonane-2-carboxylate